ClC1=NC2=NC(=C(N=C2C(=N1)C1=C(C=C(C(=C1)C(F)F)F)F)C)C 2-chloro-4-[5-(difluoromethyl)-2,4-difluoro-phenyl]-6,7-dimethyl-pteridine